N1=C(N=CC=C1)N1CC2CNCC2C1 2-(Pyrimidin-2-yl)octahydropyrrolo[3,4-c]pyrrole